C(C)C([C@@H](C(=O)O)N(C)C(=O)OCC1C2=CC=CC=C2C=2C=CC=CC12)CC (2S)-3-ethyl-2-[9H-fluoren-9-ylmethoxycarbonyl-(methyl)amino]pentanoic acid